NC1=C(C=C(N=N1)C1=C(C=CC=C1)O)N1CC2CCC(C1)N2C2=CC(=NC=C2)C#CCN2CCC[C@@]21CNCC1 2-[6-amino-5-[8-[2-[3-[(5R)-1,7-diazaspiro[4.4]nonan-1-yl]prop-1-ynyl]-4-pyridyl]-3,8-diazabicyclo[3.2.1]octan-3-yl]pyridazin-3-yl]phenol